(2R,3R,4S,5R)-4-(benzyloxy)-5-((benzyloxy)methyl)-2-(6-hydroxy-2-isobutyramido-9H-purin-9-yl)-5-methyltetrahydrofuran-3-yl acetate C(C)(=O)O[C@H]1[C@@H](O[C@]([C@H]1OCC1=CC=CC=C1)(C)COCC1=CC=CC=C1)N1C2=NC(=NC(=C2N=C1)O)NC(C(C)C)=O